ClC1=C(C=CC(=C1)Cl)N1C(=NN=C1S)CO (4-(2,4-dichlorophenyl)-5-mercapto-4H-1,2,4-triazol-3-yl)methanol